4-(4-oxo-3,4,5,6,7,8-hexahydropyrido[2,3-d]pyrimidin-2-yl)-2-azabicyclo[2.1.1]hexane-2-carboxylic acid tert-butyl ester C(C)(C)(C)OC(=O)N1C2CC(C1)(C2)C=2NC(C1=C(N2)NCCC1)=O